C(C)(C)(C)C=1C=C(C=C(C1O)C(C)(C)C)CCC(=O)NNC(CCC1=CC(=C(C(=C1)C(C)(C)C)O)C(C)(C)C)=O bis(3,5-di-t-butyl-4-hydroxy-phenylpropionyl)hydrazine